5'-chloro-2'-{[4-(pyridin-3-ylmethyl)piperazin-1-yl]methyl}-7',8'-dihydro-6'H-spiro[cyclohexane-1,9'-furo[2,3-f]quinazoline]-7'-one ClC=1C=C2C(=C3C4(NC(NC13)=O)CCCCC4)OC(=C2)CN2CCN(CC2)CC=2C=NC=CC2